E-1-Ethyl-3-(2-methyl-4-(trifluoromethyl)phenyl)-8-((tetrahydro-2H-pyran-4-yl)methyl)-1,3,8-triazaspiro[4.5]decane-2,4-dione C(C)N1C(N(C(C12CCN(CC2)CC2CCOCC2)=O)C2=C(C=C(C=C2)C(F)(F)F)C)=O